4,4''-Bis(trifluoromethyl)-2'-(S-methylsulfonimidoyl)-1,1':3',1''-terphenyl FC(C1=CC=C(C=C1)C1=C(C(=CC=C1)C1=CC=C(C=C1)C(F)(F)F)S(=O)(=N)C)(F)F